2-[5-(2-fluorophenyl)-1H-triazol-4-yl]-7-[3-(trifluoromethyl)-1H-pyrazol-4-yl]-1,5-naphthyridine FC1=C(C=CC=C1)C1=C(N=NN1)C1=NC2=CC(=CN=C2C=C1)C=1C(=NNC1)C(F)(F)F